C(C)(C)(C)OC(=O)N1C2(CC2)CC[C@H]1[C@@H](C(=O)N1C(OC[C@H]1CC1=CC=CC=C1)=O)C1=CC=C(C=C1)Cl (S)-5-((S)-2-((R)-4-benzyl-2-oxooxazolidin-3-yl)-1-(4-chlorophenyl)-2-Oxoethyl)-4-azaspiro[2.4]heptane-4-carboxylic acid tert-butyl ester